tert-butyl N-({2-[5-cyano-2-(2H-1,2,3-triazol-2-yl)benzoyl]-4-methyl-2-azabicyclo[3.1.1]heptan-3-yl}methyl)carbamate C(#N)C=1C=CC(=C(C(=O)N2C3CC(C(C2CNC(OC(C)(C)C)=O)C)C3)C1)N1N=CC=N1